ClC1=CC=C(C=C1)C=1N=C2SC=CN2C1C1=NC(=NO1)CC1=CC(=C(C=C1)Cl)Cl 5-(6-(4-Chlorophenyl)imidazo[2,1-b]thiazol-5-yl)-3-(3,4-dichlorobenzyl)-1,2,4-oxadiazol